N1=C(N=CC=C1)C(C)(C)NC1=NC(NC2=CC=CC=C12)=O 4-((2-(pyrimidin-2-yl)propan-2-yl)amino)quinazolin-2(1H)-one